C(C)C(C(=O)[O-])CCCC.C(C)C(C(=O)[O-])CCCC.[Fe+2] iron di(2-ethylhexanoate)